C(CC)OC1=CC=C(CCC2=C(C=C(C=C2)C2=NOC(=N2)[C@H]2N(CCC2)C(=O)OC(C)(C)C)C(F)(F)F)C=C1 tert-butyl (S)-2-(3-(4-(4-propoxyphenethyl)-3-(trifluoromethyl)phenyl)-1,2,4-oxadiazol-5-yl)pyrrolidine-1-carboxylate